ClC1=CC(=CC(=N1)C#N)OC=1C=NC=C(C1)C1=CC(=C(C=C1)F)F 6-chloro-4-((5-(3,4-difluorophenyl)pyridin-3-yl)oxy)picolinonitrile